ClC1=C(C=C(C=2C3=C(NC12)C(CNC(C3)=O)CCNCC(F)(F)F)C3=NN(N=C3)C)Cl 7,8-Dichloro-10-(2-methyl-2H-1,2,3-triazol-4-yl)-5-(2-((2,2,2-trifluoroethyl)amino)ethyl)-3,4,5,6-tetrahydroazepino[4,5-b]indol-2(1H)-one